4-(difluoromethyl)-5-[4-[(3R)-3-methylmorpholin-4-yl]-6-[(1R,4R)-2-oxa-5-azabicyclo[2.2.1]heptan-5-yl]-1,3,5-triazin-2-yl]pyridin-2-amine FC(C1=CC(=NC=C1C1=NC(=NC(=N1)N1[C@@H](COCC1)C)N1[C@H]2CO[C@@H](C1)C2)N)F